OC=1C=CC=C2CN(C(C12)=O)N1C(NC(CC1)=O)=O 1-(7-Hydroxy-1-oxoisoindolin-2-yl)dihydropyrimidine-2,4(1H,3H)-dione